FC1(CC(C1)C1=NN(C(=C1C)NC(=O)C1CC(C1)(F)F)CC(C)(C)O)F N-(3-(3,3-difluorocyclobutyl)-1-(2-hydroxy-2-methylpropyl)-4-methyl-1H-pyrazol-5-yl)-3,3-difluorocyclobutane-1-carboxamide